(1S,2R,4R)-N-((R)-2-(7-chlorobenzofuran-3-yl)-1-(4,4,5,5-tetramethyl-1,3,2-dioxaborolan-2-yl)ethyl)-7-oxabicyclo[2.2.1]heptane-2-carboxamide ClC1=CC=CC=2C(=COC21)C[C@@H](B2OC(C(O2)(C)C)(C)C)NC(=O)[C@H]2[C@@H]1CC[C@H](C2)O1